4-(1-ethyl-5-(4-fluoro-2,6-dimethylphenoxy)-2-oxo-1,2-dihydropyridin-4-yl)-6-methyl-1,6-dihydro-7H-pyrrolo[2,3-c]pyridin-7-one C(C)N1C(C=C(C(=C1)OC1=C(C=C(C=C1C)F)C)C=1C2=C(C(N(C1)C)=O)NC=C2)=O